4-(2-(6-(4-fluorophenyl)-1,1-dioxido-1,2,6-thiadiazinan-2-yl)acetamido)adamantane-1-carboxamide FC1=CC=C(C=C1)N1CCCN(S1(=O)=O)CC(=O)NC1C2CC3(CC(CC1C3)C2)C(=O)N